ClC1=C(C=C(C=C1)C1=NN(C(=N1)CC(NCC1=CC(=CC(=C1)Cl)Cl)=O)CC(=O)OC)F methyl 2-[3-(4-chloro-3-fluorophenyl)-5-({[(3,5-dichlorophenyl) methyl] carbamoyl}methyl)-1H-1,2,4-triazol-1-yl]acetate